NC=1C2=C(N(C(N1)=O)C(C)C1=CN=CO1)N=C(C=C2)C2CC2 4-amino-7-cyclopropyl-1-(1-(oxazol-5-yl)ethyl)pyrido[2,3-d]pyrimidin-2(1H)-one